ClC1=NC=C(C=N1)CCl 2-chloro-5-(Chloromethyl)pyrimidine